FC1=C(C=CC2=CC=CC=C12)C1=C(C2=CC=CC=C2C=C1)F 1,1'-difluoro-2,2'-binaphthyl